4-(2-Amino-2-methylpropanoyl)-N-(1-(4-(2-(4-aminooctahydro-2H-isoindol-2-yl)butyl)phenyl)-2-oxo-1,2-dihydropyrimidin-4-yl)piperazine-1-carboxamide Hydrochloride Salt Cl.NC(C(=O)N1CCN(CC1)C(=O)NC1=NC(N(C=C1)C1=CC=C(C=C1)CC(CC)N1CC2CCCC(C2C1)N)=O)(C)C